6,6-dimethyl-4-((E)-2-(pyridin-4-yl)vinyl)bicyclo[3.1.1]hept-3-en-2-one CC1(C2C(=CC(C1C2)=O)\C=C\C2=CC=NC=C2)C